4-(3-(2-sulfamoylaminoethyl)azetidin-1-yl)-2-cyclopropyl-6,7-dimethoxyquinazoline S(N)(=O)(=O)NCCC1CN(C1)C1=NC(=NC2=CC(=C(C=C12)OC)OC)C1CC1